8-oxospiro[4.5]dec-6-ene-7-carbonitrile O=C1C(=CC2(CCCC2)CC1)C#N